(cyclopentylcarbamoyl)benzene C1(CCCC1)NC(=O)C1=CC=CC=C1